rel-(2R,3S,4S,5R)-3-(3,4-difluoro-2-methoxyphenyl)-N-(6-((1S,2S)-1,2-dihydroxypropyl)pyridin-3-yl)-4,5-dimethyl-5-(trifluoromethyl)tetrahydrofuran-2-carboxamide FC=1C(=C(C=CC1F)[C@H]1[C@@H](O[C@]([C@H]1C)(C(F)(F)F)C)C(=O)NC=1C=NC(=CC1)[C@@H]([C@H](C)O)O)OC |o1:8,9,11,12|